((1R)-4-phenyl-1-((2S)-3-(phenylsulfinyl)-2-(pyrazine-2-carboxamido)propanamido)butyl)boronic acid C1(=CC=CC=C1)CCC[C@H](NC([C@@H](CS(=O)C1=CC=CC=C1)NC(=O)C1=NC=CN=C1)=O)B(O)O